COC(\C=C/C1CN(CC1)C(=O)OC(C)(C)C)C1=CC=C(C=C1)C(F)(F)F tert-butyl (Z)-3-(3-methoxy-3-(4-(trifluoromethyl)phenyl)prop-1-en-1-yl)pyrrolidine-1-carboxylate